1-[(1-methyl-6-pentyloxy-3,4-dihydronaphthalen-2-yl)methyl]Azetidine-3-carboxylic acid CC1=C(CCC2=CC(=CC=C12)OCCCCC)CN1CC(C1)C(=O)O